C(C1=CC=CC=C1)=C(O)[C@H](O)[C@@H](O)[C@H](O)[C@H](O)CO benzylenesorbitol